OC(=O)C(F)(F)F.ClC1=NC=CC(=C1)CC1=C2C(=C(NC2=C(C=C1F)C(=O)N)C)C 4-((2-Chloropyridin-4-yl)methyl)-5-fluoro-2,3-dimethyl-1H-indole-7-carboxamide TFA salt